ClC=1C=C(NC2=NC=NC3=CC(=C(C=C23)NC(\C=C\CN(C)C)=O)OC=2NOC=CC2)C=CC1F (2E)-N-[4-(3-chloro-4-fluoroanilino)-7-{[(3S)-oxazin-3-yl]oxy}quinazolin-6-yl]-4-(dimethylamino)but-2-enamide